ClC=1C(=CC(=NC1)NC([C@H](C)C=1C=C(C(=O)N)C=CC1)=O)C1=C2N(N=C1)CC(C2)(C)C (R)-3-(1-((5-chloro-4-(5,5-dimethyl-5,6-dihydro-4H-pyrrolo[1,2-b]pyrazol-3-yl)pyridin-2-yl)amino)-1-oxopropan-2-yl)benzamide